[Si](C)(C)(C(C)(C)C)OCCC1N(CCNC1)C1=CC(=C(N)C=C1)OC(F)(F)F 4-(2-((tert-butyldimethylsilyloxy)ethyl)piperazin-1-yl)-2-(trifluoromethoxy)aniline